BrC1=CC=C(C=C1)C(S(=O)(=O)C1=CC=C(C)C=C1)[N+]#[C-] 4-Bromo-1-[isocyano-(toluene-4-sulfonyl)methyl]benzene